N-[1-(1-benzothien-2-yl)ethyl]-N-hydroxyurea S1C(=CC2=C1C=CC=C2)C(C)N(C(=O)N)O